NC1=CC(=C(OC=2C=C(C=CC2)S(=O)(=NCC#C)C)C=C1Cl)C (3-(4-amino-5-chloro-2-methylphenoxy)phenyl)(methyl)(prop-2-yn-1-ylimino)-λ6-sulfanone